FC1(C[C@@H](CCC1)[C@@H](C=1N=C2N(N=C(C=N2)C[C@@H]2C(NC[C@H](C2)C(F)(F)F)=O)C1)NC(OCC1=CC=CC=C1)=O)F benzyl ((S)-((R)-3,3-difluorocyclohexyl)(2-(((3R,5S)-2-oxo-5-(trifluoromethyl)piperidin-3-yl)methyl)imidazo[1,2-b][1,2,4]triazin-6-yl)methyl)carbamate